1-(2,3-dihydroxy-4-methoxy-phenyl)ethanone OC1=C(C=CC(=C1O)OC)C(C)=O